2,7-dibromo-9,9-bis(6-bromohexyl)-9H-fluorene BrC1=CC=2C(C3=CC(=CC=C3C2C=C1)Br)(CCCCCCBr)CCCCCCBr